C(C)OC(=O)[C@H]1CN(CCC1)C1=NC(=CC=C1)NC1=NC(=CN=C1)N1C[C@@H](CCC1)OC1=C(C=CC=C1)OCC.C(C)N1C2=CC=CC=C2C=2C=C(C=CC12)C=CC1=CC=C(C=C1)C=CC=1C=CC=2N(C3=CC=CC=C3C2C1)CC 1,4-bis[2-(9-ethylcarbazol-3-yl)vinyl]benzene ethyl-(R)-1-(6-((6-((R)-3-(2-ethoxyphenoxy)piperidin-1-yl)pyrazin-2-yl)amino)pyridin-2-yl)piperidine-3-carboxylate